(2S,4R)-1-tert-butoxycarbonyl-4-[[6-(trifluoromethyl)-3-pyridyl]methyl]pyrrolidine-2-carboxylic acid C(C)(C)(C)OC(=O)N1[C@@H](C[C@H](C1)CC=1C=NC(=CC1)C(F)(F)F)C(=O)O